CN1C=C(C2=CC=CC=C12)CC(N)[C@@H](C1=NC=NO1)C12CC3CC(CC(C1)C3)C2 5-((1S)-(2-(1-methyl-indol-3-yl)-1-aminoethyl)-3-adamantylmethyl)-1,2,4-oxadiazol